2-(3-t-butyl-2-hydroxy-5-(2-isooctyloxycarbonylethyl)phenyl)-5-chloro-2H-benzotriazole C(C)(C)(C)C=1C(=C(C=C(C1)CCC(=O)OCCCCCC(C)C)N1N=C2C(=N1)C=CC(=C2)Cl)O